1-(5-fluoro-2-methyl-phenyl)-2-methyl-piperazine FC=1C=CC(=C(C1)N1C(CNCC1)C)C